C(C)(C)N(P(O)N(C(C)C)C(C)C)C(C)C phosphorous acid bis-(diisopropylamide)